O=C1N[C@@H]2[C@H](N1)CS[C@@H]2CCCCC(=O)N 5-((3aR,4R,6aS)-2-oxohexahydro-1H-thieno[3,4-d]imidazol-4-yl)pentanamide